C(C)(C)(C)OC(=O)N1CC(C(CC1)C(=O)O)CC 1-(tert-Butoxycarbonyl)-3-ethylpiperidine-4-carboxylic acid